ClC1=C(OC=2C=CC(=C3C=CC=NC23)[N+](=O)[O-])C=CC=C1 8-(2-chlorophenoxy)-5-nitroquinoline